4-(5-(2-chlorophenoxy)-1H-pyrazolo[4,3-d]pyrimidin-1-yl)-N-isopropylthiophene-2-carboxamide ClC1=C(OC=2N=CC3=C(N2)C=NN3C=3C=C(SC3)C(=O)NC(C)C)C=CC=C1